2-methyl-3-hydroxy-5-pentyl-1,4-naphthoquinone CC=1C(C2=CC=CC(=C2C(C1O)=O)CCCCC)=O